4-(N-chloroformylmethyl-N-methylamino)-7-nitro-2,1,3-benzoxadiazole ClC(=O)CN(C)C1=CC=C(C2=NON=C21)[N+](=O)[O-]